2,3-dihydro-1-benzofuran-5-carboxylate O1CCC2=C1C=CC(=C2)C(=O)[O-]